6-ethyl-5-methyl-3-(5-(4-(2-oxopyrrolidin-1-yl)phenyl)pyridin-3-yl)pyrazolo[1,5-a]pyrimidin-7(4H)-one C(C)C1=C(NC=2N(C1=O)N=CC2C=2C=NC=C(C2)C2=CC=C(C=C2)N2C(CCC2)=O)C